(E)-1-(4-Fluorophenyl)-3-(4-hydroxy-3-methoxyphenyl)prop-2-en-1-one FC1=CC=C(C=C1)C(\C=C\C1=CC(=C(C=C1)O)OC)=O